1-[(3S)-4-(3-chloro-4-fluoro-phenyl)-3-methyl-piperazin-1-yl]-4-cyclopropyl-2-methyl-butane-1,4-dione ClC=1C=C(C=CC1F)N1[C@H](CN(CC1)C(C(CC(=O)C1CC1)C)=O)C